4-methoxy-6-(pyridin-2-yl)benzo[d]isoxazol-3-amine COC1=CC(=CC2=C1C(=NO2)N)C2=NC=CC=C2